arginyl methioninate N[C@@H](CCSC)C(=O)OC([C@@H](N)CCCNC(N)=N)=O